ethyl 4-chloro-6-formylnicotinate ClC1=CC(=NC=C1C(=O)OCC)C=O